ClC1=NC(=C(C(=C1C(=O)OCC)Cl)C#N)C ethyl 2,4-dichloro-5-cyano-6-methyl-pyridine-3-carboxylate